1,2-dihydro-3H-1,2,4-triazole-3-one N1NC(N=C1)=O